(5-Bromo-4-hydroxythiophen-2-yl)(4-(4-methoxyphenyl)piperazin-1-yl)methanone BrC1=C(C=C(S1)C(=O)N1CCN(CC1)C1=CC=C(C=C1)OC)O